tert-Butyl (2S,4R)-4-(6-amino-4-methylpyridazin-3-yl)-2-methylpiperidine-1-carboxylate NC1=CC(=C(N=N1)[C@H]1C[C@@H](N(CC1)C(=O)OC(C)(C)C)C)C